(S)-2-((N-ethylsulfamoyl)amino)-N-(1-(8-ethynyl-1-oxo-2-phenyl-1,2-dihydrocyclopenta[de]isoquinolin-3-yl)ethyl)pyrazolo[1,5-a]pyrimidine-3-carboxamide C(C)NS(=O)(=O)NC1=NN2C(N=CC=C2)=C1C(=O)N[C@@H](C)C=1N(C(C=2C(=CC=C3C2C1C=C3)C#C)=O)C3=CC=CC=C3